[Sb].[Ni].[Cr] chromium-nickel-antimony